CC1=CC=C(C=C1)S(=O)(=O)O.ClC1=CC(=C(OC2CNC2)C=C1)F 3-(4-chloro-2-fluorophenoxy)azetidine 4-methylbenzenesulfonate